5-(cyclopropyl(methyl)amino)pyridine-3-sulfonamide C1(CC1)N(C=1C=C(C=NC1)S(=O)(=O)N)C